CC1=CC=CC(=N1)C1=NC=CC(=N1)NC1=NC(=NC=C1)NC1=CC=C(C=C1)CN1CC(CCC1)C(=O)O 1-[[4-[[4-[[2-(6-methyl-2-pyridyl)pyrimidin-4-yl]amino]pyrimidin-2-yl]amino]phenyl]methyl]piperidine-3-carboxylic acid